NC(C([C@H](CC1=CC=CC=C1)NC(C1=C(C=CC=C1)Br)=O)=O)=O (S)-N-(4-amino-3,4-dioxo-1-phenylbutan-2-yl)-2-bromobenzamide